C(CCC)S(=O)C1=C(C2=C(N=C(N=C2C2=CC=CC=C2)C=2SC=CC2)S1)N 6-(butylsulfinyl)-4-phenyl-2-(thiophen-2-yl)thieno[2,3-d]pyrimidin-5-amine